FC(C(C)N1N=CC2=CC=C(C=C12)C=C)(F)F 1-(2,2,2-trifluoro-1-methyl-ethyl)-6-vinyl-indazole